3,6-dichloro-N-[rac-1-(aminooxymethyl)-2-(2,4-dimethylphenyl)ethyl]pyridazine-4-carboxamide ClC=1N=NC(=CC1C(=O)N[C@H](CC1=C(C=C(C=C1)C)C)CON)Cl |r|